COCCN(C(O[C@H](C(=O)NC=1C(N(C=CC1)CC=1NC2=C(C=C(C=C2C1)F)OCC1=C(C=C(C=C1)F)F)=O)CC\C=C\C(=O)N(C)C)=O)C (S,E)-1-((1-((7-((2,4-Difluorobenzyl)oxy)-5-fluoro-1H-indol-2-yl)methyl)-2-oxo-1,2-dihydropyridin-3-yl)amino)-7-(dimethylamino)-1,7-dioxohept-5-en-2-yl (2-methoxyethyl)(methyl)carbamat